1,4-diisocyanato-2,3-xylene N(=C=O)C1=C(C(=C(C=C1)N=C=O)C)C